ClC1=C2C=3C(=NC=NC3C=C1B(O)O)N(CCO2)CC=2C=NC=CC2 (8-chloro-4-(pyridin-3-ylmethyl)-5,6-dihydro-4H-[1,4]oxazepino[5,6,7-de]quinazolin-9-yl)boronic acid